CC1(OCC(O1)COC(CCl)(F)F)C 2,2-dimethyl-4-(2-chloro-1,1-difluoroethoxymethyl)-1,3-dioxolane